N-(2-(7-Cyclopropyloxynaphthalen-1-yl)ethyl)cyclopropanecarboxamide C1(CC1)OC1=CC=C2C=CC=C(C2=C1)CCNC(=O)C1CC1